N1NCC2C=CC=3C(=C12)C=CC=CC3 TETRAHYDROCYCLOHEPTAINDAZOLE